6-[3-[3-methoxy-1-(4-methyl-1,2,4-triazol-3-yl)cyclobutyl]phenyl]-2-[[(3S)-3-methyl-1-piperidinyl]methyl]-1-(p-tolylsulfonyl)-4-(trifluoromethyl)pyrrolo[2,3-c]pyridin-7-one COC1CC(C1)(C1=NN=CN1C)C=1C=C(C=CC1)N1C(C2=C(C(=C1)C(F)(F)F)C=C(N2S(=O)(=O)C2=CC=C(C=C2)C)CN2C[C@H](CCC2)C)=O